3,3-difluoro-4-(4-(2-fluoro-4-nitrophenyl)piperazin-1-yl)piperidine-1-carboxylic acid tert-butyl ester C(C)(C)(C)OC(=O)N1CC(C(CC1)N1CCN(CC1)C1=C(C=C(C=C1)[N+](=O)[O-])F)(F)F